4-[2-[3-[5-methyl-1-[4-(trifluoromethoxy)phenyl]pyrazol-3-yl]-8-azabicyclo[3.2.1]octan-8-yl]ethyl]morpholine CC1=CC(=NN1C1=CC=C(C=C1)OC(F)(F)F)C1CC2CCC(C1)N2CCN2CCOCC2